FC1=C(C(=O)N2CCC(CC2)CNC2=NC=C(C=N2)C(=O)O)C=C(C=C1)CC1=NNC(C2=CC=CC=C12)=O 2-((1-(2-Fluoro-5-((4-oxo-3,4-dihydro-phthalazin-1-yl)methyl)benzoyl)piperidin-4-yl)methylamino)pyrimidine-5-carboxylic acid